(1-(3-(1H-imidazol-1-yl)propyl)piperidine-4,4-diyl)bis(ethane-2,1-diyl) bis(4,4-bis(nonyloxy)butanoate) C(CCCCCCCC)OC(CCC(=O)OCCC1(CCN(CC1)CCCN1C=NC=C1)CCOC(CCC(OCCCCCCCCC)OCCCCCCCCC)=O)OCCCCCCCCC